Ethyl 1-(2-bromophenyl)-5-(1-methyl-1H-indazol-6-yl)-1H-pyrazole-3-carboxylate BrC1=C(C=CC=C1)N1N=C(C=C1C1=CC=C2C=NN(C2=C1)C)C(=O)OCC